isocyanatotrimethoxysilane N(=C=O)[Si](OC)(OC)OC